tert-butyl 2-[5-(2-{[(tert-butoxy)carbonyl]amino}pyridin-4-yl)-4-(4-fluorophenyl)-1H-imidazol-1-yl]acetate C(C)(C)(C)OC(=O)NC1=NC=CC(=C1)C1=C(N=CN1CC(=O)OC(C)(C)C)C1=CC=C(C=C1)F